BrC=1N=C(N2C1C(=CC=C2)Cl)[C@@H]2C[C@@H]1[C@H](N2C(=O)OCC2=CC=CC=C2)COC1 benzyl (2S,3aR,6aS)-2-(1-bromo-8-chloroimidazo[1,5-a]pyridin-3-yl)hexahydro-1H-furo[3,4-b]pyrrole-1-carboxylate